ClC1=CC(=C(C=C1)CC=1OC2=C(N1)C(=CC=C2C=2CCN(CC2)CC2=NC=1C(=NC(=CC1)C(=O)O)N2C[C@H]2OCC2)F)F 2-[(4-{2-[(4-chloro-2-fluorophenyl)methyl]-4-fluoro-1,3-benzoxazol-7-yl}-1,2,3,6-tetrahydropyridin-1-yl)methyl]-3-{[(2S)-oxetan-2-yl]methyl}-3H-imidazo[4,5-b]pyridine-5-carboxylic acid